ClC1=C2C(=C(N=N1)NC1C[C@@H]3[C@@H](CN(C3)C(=O)OC(C)(C)C)C1)SC=C2 tert-butyl (3aR,5s,6aS)-5-((4-chlorothieno[2,3-d]pyridazin-7-yl) amino)hexahydrocyclopenta[c]pyrrole-2(1H)-carboxylate